(2S,4R)-1-[(2R)-2-acetamido-3-[2-[4-(2-aminoethyl)piperazin-1-yl]ethylsulfanyl]-3-methyl-butanoyl]-4-hydroxy-N-[[4-(4-methylthiazol-5-yl)phenyl]methyl]pyrrolidine-2-carboxamide C(C)(=O)N[C@H](C(=O)N1[C@@H](C[C@H](C1)O)C(=O)NCC1=CC=C(C=C1)C1=C(N=CS1)C)C(C)(C)SCCN1CCN(CC1)CCN